CN(CCN1CCN(CC1)C1=C(C=C(C(=C1)OC)NC1=NC=NC(=C1)N1OCC[C@@H]1C=1C=NC(=CC1)C)NC(C=C)=O)C N-(2-(4-(2-(dimethylamino)ethyl)piperazine-1-yl)-4-methoxy-5-((6-((R)-3-(6-methylpyridine-3-yl)isoxazolidine-2-yl)pyrimidine-4-yl)amino)phenyl)acrylamide